3-dimethoxyphosphonooxy-4-fluorophosphothiophene-1,1-dioxide COOP(=O)(OOC)OC1=C(S(C=C1F)(=O)=O)P(=O)=O